4-[(5-bromo-2-thienyl)methyl]-1H-1,2,4-triazol-5-one BrC1=CC=C(S1)CN1C=NNC1=O